N-methoxy-N-methyl-2,1,3-benzothiadiazole-4-carboxamide CON(C(=O)C1=CC=CC2=NSN=C21)C